C(C)(C)[C@H]1N2C(C=3N(C1)N=C(C3)C3=CC=CC=C3)=CC(C(=C2)C(=O)OCC)=O (R)-ethyl 6-isopropyl-10-oxo-2-phenyl-6,10-dihydro-5H-pyrazolo[1,5-a]pyrido[2,1-c]pyrazine-9-carboxylate